1-(allyloxy)-3-(3-butyn-1-oxy)-2-propanol dichlorophosphite P(Cl)(Cl)OC(COCC=C)COCCC#C